FC1=C(C=CC(=C1)C(F)(F)F)C1=CCC(CN1C(=O)OC(C)(C)C)C tert-butyl 6-(2-fluoro-4-(trifluoromethyl)phenyl)-3-methyl-3,4-dihydropyridine-1(2H)-carboxylate